COC=1C=C2CCNCC2=CC1NC1=NC2=CC(=CC=C2C=N1)C=1C=C(C=NC1)C#N 5-{2-[(6-methoxy-1,2,3,4-tetrahydroisoquinolin-7-yl)amino]quinazolin-7-yl}pyridine-3-carbonitrile